BrC1=C(C(=O)C2=CNC3=NC=C(C=C32)C=3C=NC(=CC3)N3CCNCC3)C=CC=C1NS(N(C)CC)(=O)=O 3-[2-bromo-3-[[ethyl(methyl)sulfamoyl]amino]benzoyl]-5-(6-piperazin-1-yl-3-pyridyl)-1H-pyrrolo[2,3-b]pyridine